(1r,5s,6r)-3-(2-(3-methyl-1,2,4-oxadiazol-5-yl)-2-azabicyclo[2.2.2]oct-5-yl)-N-(1-(trifluoromethyl)cyclobutyl)-3-azabicyclo[3.1.0]hexane-6-carboxamide CC1=NOC(=N1)N1C2CC(C(C1)CC2)N2C[C@H]1C([C@H]1C2)C(=O)NC2(CCC2)C(F)(F)F